C(C1=CC=CC=C1)N1N=C(C=2C1=NC(=NC2)C(=O)NC)Cl 1-benzyl-3-chloro-N-methyl-1H-pyrazolo[3,4-d]pyrimidine-6-carboxamide